FC=1C(=C(C(=O)N)C=C(C1F)CC1=C(C(=NC=C1)NS(NC)(=O)=O)F)NC=1C=CC2=C(C=CS2)C1F 3,4-difluoro-2-[(4-fluoro-1-benzothien-5-yl)amino]-5-[[3-fluoro-2-(methylsulfamoylamino)pyridin-4-yl]methyl]benzamide